COC(=O)C1N=C(C(C1)F)NNC(=O)OC.ClC1=NC(=NC(=C1OC)C1=CC=NC=C1)N1CCOCC1 4-(4-chloro-5-methoxy-6-(pyridin-4-yl)pyrimidin-2-yl)morpholine methyl-4-fluoro-5-(2-(methoxycarbonyl)hydrazineyl)-3,4-dihydro-2H-pyrrole-2-carboxylate